ClC=1C=C(C=CC1F)C(C1=C(N)C=CC(=C1)F)C=1NC=C(N1)S(=O)(=O)C 2-((3-chloro-4-fluorophenyl)(4-(methylsulfonyl)-1H-imidazol-2-yl)methyl)-4-fluoroaniline